[C@H]12N(C[C@H](CC1)C2)CC(=O)NC=2C=C(C(=NC2)C)NC(=O)C=2C=NN1C2C=NC(=C1)C=1C(=NN(C1C)C)C N-(5-(2-((1S,4R)-2-azabicyclo[2.2.1]heptan-2-yl)acetamido)-2-methylpyridin-3-yl)-6-(1,3,5-trimethyl-1H-pyrazol-4-yl)pyrazolo[1,5-a]pyrazine-3-carboxamide